N-{[3-(4-{[(3R,4S)-1,3-dimethylpiperidin-4-yl]amino}-1-(2,2,2-trifluoroethyl)-1H-indol-2-yl)-1,2,4-oxadiazol-5-yl]methyl}-5-(2-hydroxypropan-2-yl)thiophene-2-carboxamide CN1C[C@H]([C@H](CC1)NC1=C2C=C(N(C2=CC=C1)CC(F)(F)F)C1=NOC(=N1)CNC(=O)C=1SC(=CC1)C(C)(C)O)C